C(C)SC=1C(=NC=C(C1)N1N=C(C=C1)C(F)(F)F)C1=NC2=C(C(N(C(=C2)C(F)(F)F)C)=O)N1C 2-[3-ethylsulfanyl-5-[3-(trifluoromethyl)pyrazol-1-yl]-2-pyridyl]-3,5-dimethyl-6-(trifluoromethyl)imidazo[4,5-c]pyridin-4-one